C(CCCCCCCC)C1(OCCO1)CC(=O)O nonyl-1,3-dioxolane-2-acetic acid